10-carboxy-decyl-(2-cyanoethyl)(N,N-diisopropyl)-phosphoramidite C(=O)(O)CCCCCCCCCCOP([O-])(N(C(C)C)C(C)C)CCC#N